[(1Z)-1-bromo-3,3,3-trifluoroprop-1-en-2-yl]benzene Br\C=C(/C(F)(F)F)\C1=CC=CC=C1